2-amino-6-methoxy(nitro)-benzothiazole NC=1SC2=C(N1)C(=CC(=C2)OC)[N+](=O)[O-]